NC1=C(C(=NN1C(C)C)C1=CC=C(C=C1)CC(=O)NC1=CC(=NO1)C1=C(C=C(C=C1)F)Cl)C(=O)N 5-Amino-3-(4-(2-((3-(2-chloro-4-fluorophenyl)isoxazol-5-yl)amino)-2-oxoethyl)phenyl)-1-isopropyl-1H-pyrazole-4-carboxamide